(R)-2-(6-(4-(2-((4-methyltetrahydro-2H-pyran-4-yl)methoxy)phenyl)piperidin-1-yl)-2-azaspiro[3.4]octan-2-yl)-1,3,4-oxadiazole CC1(CCOCC1)COC1=C(C=CC=C1)C1CCN(CC1)[C@H]1CC2(CN(C2)C=2OC=NN2)CC1